NCCN1CCNCC1 N-(2-Aminoethyl)Piperazine